2-(2,7-Diazaspiro[4.5]decan-2-yl)benzonitrile C1N(CCC12CNCCC2)C2=C(C#N)C=CC=C2